Z-indazole-7-carboxylic acid N1N=CC2=CC=CC(=C12)C(=O)O